Tert-butyl ((S)-1-((2S,4R)-2-((4-bromo-2-fluorobenzyl)carbamoyl)-4-hydroxypyrrolidin-1-yl)-3,3-dimethyl-1-oxobutan-2-yl)carbamate BrC1=CC(=C(CNC(=O)[C@H]2N(C[C@@H](C2)O)C([C@H](C(C)(C)C)NC(OC(C)(C)C)=O)=O)C=C1)F